ClC=1C(=CC2=C(N(C(=N2)C)C)C1F)C#CC1=NN(C(=C1C(=O)N)NC)[C@@H]1CN([C@H](C1)COC)C(C=C)=O 3-[2-(6-chloro-7-fluoro-1,2-dimethyl-1,3-benzodiazol-5-yl)ethynyl]-1-[(3s,5r)-5-(methoxymethyl)-1-(prop-2-enoyl)pyrrolidin-3-yl]-5-(methylamino)pyrazole-4-carboxamide